4-[4-[(4-hydroxyphenyl)methyl]-3,5-dimethoxy-phenyl]-1-[(4-methoxyphenyl)methyl]-6-methyl-pyrazolo[3,4-c]pyridin-7-one OC1=CC=C(C=C1)CC1=C(C=C(C=C1OC)C=1C2=C(C(N(C1)C)=O)N(N=C2)CC2=CC=C(C=C2)OC)OC